Cl.Cl.O=C1NC2=CC=C(C=C2C1=C1NC2=CC=CC=C2C1)C(=O)O 2'-oxo-[2,3'-biindolinylidene]-5'-carboxylate dihydrochloride